ethyl (1S,2S,3R,4S)-3-(((benzyloxy)carbonyl)amino)-5,5-difluorobicyclo[2.2.2]octane-2-carboxylate C(C1=CC=CC=C1)OC(=O)N[C@@H]1[C@H]([C@@H]2CC([C@H]1CC2)(F)F)C(=O)OCC